C(CCCCCCC\C=C/C\C=C/CCCCC)(=O)OCCCCCC(CCCCCO[Si](C1=CC=CC=C1)(C1=CC=CC=C1)C(C)(C)C)NCCCCOC(CN(C)C(C(CCCCCCCC)CCCCCC)=O)=O 11-((tert-Butyldiphenylsilyl)oxy)-6-((4-((N-(2-hexyldecanoyl)-N-methylglycyl)oxy)-butyl)amino)undecyl (9Z,12Z)-octadeca-9,12-dienoate